BrC=1C=C(C(N(C1)C)=O)NC1=NN(C(=C1)C)C 5-bromo-3-(1,5-dimethyl-1H-pyrazol-3-ylamino)-1-methylpyridin-2(1H)-one